phenylnaphthalenol C1(=CC=CC=C1)C1=C(C2=CC=CC=C2C=C1)O